C1(=CC=CC=C1)C1COPO1 5-phenyl-1,3,2-dioxaphospholane